2-((3-(3-aminopropoxy)-4'-(diphenylamino)-[1,1'-biphenyl]-4-yl)methylene)-1H-indene-1,3(2H)-dione NCCCOC=1C=C(C=CC1C=C1C(C2=CC=CC=C2C1=O)=O)C1=CC=C(C=C1)N(C1=CC=CC=C1)C1=CC=CC=C1